tert-butyl (R)-3-(trifluoromethyl)piperazine-1-carboxylate FC([C@H]1CN(CCN1)C(=O)OC(C)(C)C)(F)F